NC=1SC2=C(N1)C(=CC=C2F)C2=C(C=C1C(=NC=NC1=C2F)N2CCNCC2)C2(CCC2)O 1-(7-(2-amino-7-fluorobenzo[d]thiazol-4-yl)-8-fluoro-4-(piperazin-1-yl)quinazolin-6-yl)cyclobutan-1-ol